1,3,6,8-tetra(formylphenyl)-pyrene C(=O)C1=C(C=CC=C1)C1=CC(=C2C=CC3=C(C=C(C4=CC=C1C2=C34)C3=C(C=CC=C3)C=O)C3=C(C=CC=C3)C=O)C3=C(C=CC=C3)C=O